3-morpholinopropyl (R)-7-(3-((tert-butoxycarbonyl)amino)-4-(2,4,5-trifluorophenyl)butanoyl)-3-(trifluoromethyl)-5,6,7,8-tetrahydroimidazo[1,5-a]pyrazine-1-carboxylate C(C)(C)(C)OC(=O)N[C@@H](CC(=O)N1CC=2N(CC1)C(=NC2C(=O)OCCCN2CCOCC2)C(F)(F)F)CC2=C(C=C(C(=C2)F)F)F